N1(CCNCC1)CCNCCC(CN)N 2-(2-((2-(piperazin-1-yl)ethyl)amino)ethyl)ethane-1,2-diamine